FC1=C(C=CC=C1)NC1=NC=NC2=CC(=CC=C12)C(=O)NCCCNC=1C2=CC=CC=C2N=C2CCCCC12 4-((2-fluorophenyl)amino)-N-(3-((1,2,3,4-tetrahydroacridin-9-yl)amino)propyl)quinazolin-7-carboxamide